FC1(CNCCC1(C(=O)O)F)F 3,3,4-trifluoropiperidine-4-carboxylic acid